FC1(CCN(CC1)C1=C(C=C(C=N1)CCC1=CC(=NN1)C(=O)[O-])F)F 5-[6-(4,4-difluoropiperidin-1-yl)-5-fluoropyridin-3-yl]Ethyl-1H-pyrazole-3-carboxylate